(R,Z)-2-fluoro-3-((3-isopropyl-2-methyl-5-(3-methyloxetan-3-yl)-7-(methylthio)-1,1-dioxido-2,3,4,5-tetrahydrobenzo[f][1,2,5]thiadiazepin-8-yl)oxy)acrylic acid F\C(\C(=O)O)=C/OC1=CC2=C(N(C[C@H](N(S2(=O)=O)C)C(C)C)C2(COC2)C)C=C1SC